COC=1C=C(C=CC1)C=C1C=C(C(C(=C1)C(C)(C)C)=O)C(C)(C)C 4-(3-methoxyphenyl)methylene-2,6-di-tert-butyl-2,5-cyclohexadiene-1-one